(1S,4r)-4-((S)-2-((Cyclopentyloxy)methyl)-6-(methoxycarbonyl)-7-methyl-6,7,8,9-tetrahydro-3H-imidazo[4,5-f]chinolin-3-yl)cyclohexan C1(CCCC1)OCC=1N(C=2C(=C3CC[C@@H](N(C3=CC2)C(=O)OC)C)N1)C1CCCCC1